ClC=1C=C(C=CC1)C(CO)NC(=O)C=1N=CN(C1)C1=CC(=NC=C1)NC=1C=CC2=C(CCO2)C1 N-(1-(3-chlorophenyl)-2-hydroxyethyl)-1-(2-((2,3-dihydrobenzofuran-5-yl)amino)pyridin-4-yl)-1H-imidazole-4-amide